FC([C@H]1N(C(OC1)=C=O)C=1N=C2N(CCSC3=C2C=CC(=C3)N[C@H](C(=O)N)C)C1)F (S)-2-((2-((S)-4-(difluoromethyl)-2-carbonyl-oxazolidin-3-yl)-5,6-dihydrobenzo[f]imidazo[1,2-d][1,4]thiazepin-9-yl)amino)propanamide